C(C)(C)(C)OC(=O)N1C[C@H](CC1)C=1C=CC=C2C(=CN=CC12)N1C(N(C(CC1)=O)CC1=CC=C(C=C1)OC)=O (R)-3-(4-(3-(4-methoxybenzyl)-2,4-dioxotetrahydropyrimidin-1(2H)-yl)isoquinolin-8-yl)pyrrolidine-1-carboxylic acid tert-butyl ester